C(\C=C\C(=O)O)(=O)O.BrC=1C=C2C=C(C(=NC2=CC1)OC)[C@H]([C@](CCN(C)C)(O)C1=CC=CC2=CC=CC=C12)C1=CC=CC=C1 (1R,2S)-1-(6-bromo-2-methoxyquinolin-3-yl)-4-(dimethylamino)-2-naphthalen-1-yl-1-phenylbutan-2-ol, fumarate salt